ClC=1C(=C(C=CC1)C1(OC(=C(C1=O)O[Si](C)(C)C)N)C)F 2-(3-chloro-2-fluorophenyl)-2-methyl-4-trimethylsiloxy-5-amino-3(2H)-furanone